ClC1=C(C=C2C(=NNC2=C1)CCC(=O)O)C1=CC=C(C=C1)C1=C(C=C(C=C1)S(N)(=O)=O)O 3-(6-chloro-5-(2'-hydroxy-4'-sulfamoyl-[1,1'-biphenyl]-4-yl)-1H-indazol-3-yl)propanoic acid